FC1=C(C(=CC(=C1)C1=NC=2C=NC(=NC2N(C1=O)C(C)C)N[C@@H]1CNC[C@H](C1)F)F)NS(=O)(=O)C1=CC=CC=C1 N-(2,6-difluoro-4-(2-(((3S,5S)-5-fluoropiperidin-3-yl)amino)-8-isopropyl-7-oxo-7,8-dihydropteridin-6-yl)phenyl)benzenesulfonamide